6-fluoro-2,3-lutidine FC1=CC=C(C(=N1)C)C